C(C)O/C=C/C1=C(C#N)C=CC(=C1)[N+](=O)[O-] (E)-2-(2-ethoxyvinyl)-4-nitrobenzonitrile